4-amino-N'-(cyclopropanecarbonyl)-N'-methyl-1-(methyl-d3)-N-((5-(trifluoromethyl)pyridin-2-yl)methyl-d2)-1H-pyrazolo[4,3-c]quinoline-8-carbohydrazide NC1=NC=2C=CC(=CC2C2=C1C=NN2C([2H])([2H])[2H])C(=O)N(N(C)C(=O)C2CC2)C([2H])([2H])C2=NC=C(C=C2)C(F)(F)F